4-(2-(6-((7R)-7-amino-2-azabicyclo[2.2.1]heptane-2-carbonyl)-4-methoxy-3-methylbenzofuran-2-yl)-1-(cyclopropylmethyl)-1H-indol-6-yl)-2-fluorobenzamide N[C@H]1C2N(CC1CC2)C(=O)C2=CC1=C(C(=C(O1)C=1N(C3=CC(=CC=C3C1)C1=CC(=C(C(=O)N)C=C1)F)CC1CC1)C)C(=C2)OC